S(=O)(=O)(C1=CC=C(C)C=C1)N1CCC(C12C=CC(CC2N2N=CC=N2)=O)=O 4-Tosyl-10-(2H-1,2,3-triazol-2-yl)-1-oxo-4-azaspiro[4.5]dec-6-en-8-one